dibromodibenzopyrenedione BrC1=C(C(C(C=2C=3C4=C(C=C5C=CC6=CC=CC(C21)=C6C53)C=CC=C4)=O)=O)Br